ClC1=CC(=C(COC2=CC=CC(=N2)C2[C@H]3CN(C[C@@H]23)CC2=NC3=C(N2C[C@H]2OCC2)C=C(C=C3OC)C(=O)OC)C=C1)F methyl 2-(((1R,5S,6S)-6-(6-((4-chloro-2-fluorobenzyl)oxy)pyridin-2-yl)-3-azabicyclo[3.1.0]hexan-3-yl)methyl)-4-methoxy-1-(((S)-oxetan-2-yl)methyl)-1H-benzo[d]imidazole-6-carboxylate